COC1=C(NC(C2=CC=C(C=C2)N)=O)C=CC(=C1)N 2'-methoxy-4,4'-diaminobenzanilide